O([C@H]1[C@H](O)[C@@H](O)[C@H](O)[C@H](O1)C(=O)O)C1=C2C=CC=NC2=C(C=C1)O 8-Hydroxy-5-quinolinyl beta-D-glucopyranosiduronic acid